(+/-)-N3-ethyl-1-(3-hydroxybenzyl)-N5-((trans)-2-methylcyclopropyl)-2-oxo-1,2-dihydropyridine-3,5-dicarboxamide C(C)NC(=O)C=1C(N(C=C(C1)C(=O)N[C@H]1[C@@H](C1)C)CC1=CC(=CC=C1)O)=O |r|